pentanediol furandicarboxylate O1C(=C(C=C1)C(=O)O)C(=O)O.C(CCCC)(O)O